NC1=NC=CC(=C1)C1=CC(NC(=C1)C=1C=NC=CC1)=O 4-(2-amino-4-pyridyl)-6-(3-pyridyl)-1H-pyridin-2-one